4-(4-fluorophenyl)-2-(quinolin-2-yl)-quinazoline FC1=CC=C(C=C1)C1=NC(=NC2=CC=CC=C12)C1=NC2=CC=CC=C2C=C1